3-[(3-chloro-2-methoxyphenyl)amino]-2-{2-[(1-ethyl-1,2,3-triazol-4-yl)amino]pyrimidin-4-yl}-1H,5H,6H,7H-pyrrolo[3,2-c]pyridin-4-one ClC=1C(=C(C=CC1)NC1=C(NC2=C1C(NCC2)=O)C2=NC(=NC=C2)NC=2N=NN(C2)CC)OC